2-Fluoro-N-(3-(5-(furan-2-yl)-1,3,4-thiadiazol-2-yl)phenyl)benzamide FC1=C(C(=O)NC2=CC(=CC=C2)C=2SC(=NN2)C=2OC=CC2)C=CC=C1